(R)-N-(4-cyclobutyl-3-cyclohexyl-1-methyl-1H-pyrazol-5-yl)-2-(2,2,3,3-tetrafluorocyclobutyl)acetamide C1(CCC1)C=1C(=NN(C1NC(C[C@H]1C(C(C1)(F)F)(F)F)=O)C)C1CCCCC1